C1(CC1)C=1C=C2C(=NC(=NC2=C(C1C=1C2=CNN=C2C=C(C1C)F)O)OC[C@H](C)OC)N1[C@@H]2CN([C@H](C1)C2)C(=O)OC(C)(C)C tert-butyl (1S,4S)-5-(6-cyclopropyl-7-(6-fluoro-5-methyl-2H-indazol-4-yl)-8-hydroxy-2-((S)-2-methoxypropoxy)quinazolin-4-yl)-2,5-diazabicyclo[2.2.1]heptane-2-carboxylate